C(C)(=O)[C@@H]1[C@H](CN(C1)CC1=CC=CC=C1)C=1C=C(C(=O)OCC)C=CC1C ethyl 3-((3S,4R)-4-acetyl-1-benzylpyrrolidin-3-yl)-4-methylbenzoate